N-(4-{[6-(5-chloro-2-fluorophenyl)-3-methylpyridazin-4-yl]amino}pyridin-2-yl)-3-(4-methylpiperazin-1-yl)cyclobutane-1-carboxamide ClC=1C=CC(=C(C1)C1=CC(=C(N=N1)C)NC1=CC(=NC=C1)NC(=O)C1CC(C1)N1CCN(CC1)C)F